2-[(5-carbamoyl-3-pyridyl)amino]-2-oxo-acetic Acid C(N)(=O)C=1C=C(C=NC1)NC(C(=O)O)=O